trizinc-tin oxide [Sn]=O.[Zn].[Zn].[Zn]